di-amyl-ethoxysilane C(CCCC)[SiH](OCC)CCCCC